ethyl-dimethyl-isopropylamine C(C)C(C)(C)N(C)C